2-(2-formyl-3-hydroxyphenoxy)-N-[(2E)-1-(2-hydroxy-2-methylpropyl)-6-{[3-(2-hydroxypropan-2-yl)azetidin-1-yl]methyl}-3H-1,3-benzodiazol-2-ylidene]pyridine-4-carboxamide C(=O)C1=C(OC2=NC=CC(=C2)C(=O)/N=C/2\NC3=C(N2CC(C)(C)O)C=C(C=C3)CN3CC(C3)C(C)(C)O)C=CC=C1O